ClC=1C(=CC2=C(NC(=N2)O[C@@H]2CO[C@H]3[C@@H]2OC[C@H]3O)C1)C1=CC=C(C=C1)C1=CC=C(C=C1)CN1CCC(CC1)CO (3R,3aR,6R,6aR)-6-((6-chloro-5-(4'-((4-(hydroxymethyl)piperidin-1-yl)methyl)-[1,1'-biphenyl]-4-yl)-1H-benzo[d]imidazol-2-yl)oxy)hexahydrofuro[3,2-b]furan-3-ol